CC[C@@H](C)[C@H]1C(=O)N/C=C/S[C@H](C2C(=O)NC(=C)C(=O)N[C@H](C(=O)N[C@@H](CS[C@H]([C@H](C(=O)N[C@H](C(=O)N2)CC(C)C)NC(=O)[C@@H]3CS[C@H]([C@H](C(=O)N[C@H](C(=O)N4CCC[C@H]4C(=O)NCC(=O)NCC(=O)NCC(=O)NCC(=O)N[C@H](C(=O)N3)C(C)C)CC(C)C)NC(=O)[C@H](CC5=CC=CC=C5)NC(=O)[C@H]6[C@@H](SC[C@@H](C(=O)N6)N)C)C)C)C(=O)N1)CCC(=O)O)C The molecule is a type-B lantibiotic containing 3-methyllanthionine and S-(2-aminovinyl)-3-methylcysteine residues and four intra-chain thioether bridges. It is obtained from Bacillus sp. HIL Y-85,54728 and is active in vivo against methicillin-resistant Staphylococcus aureus (MRSA). It has a role as a metabolite and an antibacterial agent. It is a type B lantibiotic and a macrocycle. It is a tautomer of a mersacidin zwitterion.